C(CC)C=1OCCCN1 2-n-propyl-5,6-dihydro-4H-1,3-oxazine